2-methyl-3-phenyl-8-methoxyisoquinoline triflate OS(=O)(=O)C(F)(F)F.CN1CC2=C(C=CC=C2C=C1C1=CC=CC=C1)OC